trans-ethyl 4-amino-1-methylcyclohexanecarboxylate NC1CCC(CC1)(C(=O)OCC)C